C(C)C(C)N([O-])CC.C(CCCCCCCCCCC)(=O)N lauric amide ethyldiethylaminoxide